ClC1=C(C(=C2C(=N1)N(C=N2)[C@@H]2[C@@H]1[C@H]([C@@H]3[C@H]2OC(O3)(C)C)C1)NCC)C#N 5-chloro-3-((3aR,3bR,4aS,5R,5aS)-2,2-dimethylhexahydrocyclopropa[3,4]cyclopenta[1,2-d][1,3]dioxol-5-yl)-7-(ethylamino)-3H-imidazo[4,5-b]pyridine-6-carbonitrile